[Si](C)(C)(C(C)(C)C)OCC(O)C1C(N(CC1)C(=O)OC(C)(C)C)=O tert-butyl 3-(2-((tert-butyldimethylsilyl)oxy)-1-hydroxyethyl)-2-oxopyrrolidine-1-carboxylate